4-(1-methyl-3-(4-((1-methyl-1H-imidazol-2-yl)ethynyl)phenyl)-1H-pyrazol-4-yl)pyridine CN1N=C(C(=C1)C1=CC=NC=C1)C1=CC=C(C=C1)C#CC=1N(C=CN1)C